4-((2'S,3S,4'S,5'R)-5-chloro-4'-(2-chlorophenyl)-1-(4-(isoxazol-4-yl)benzyl)-2'-neopentylspiro[indoline-3,3'-pyrrolidine]-5'-carboxamido)-3-methoxybenzoic acid ClC=1C=C2C(=CC1)N(C[C@@]21[C@@H](N[C@H]([C@@H]1C1=C(C=CC=C1)Cl)C(=O)NC1=C(C=C(C(=O)O)C=C1)OC)CC(C)(C)C)CC1=CC=C(C=C1)C=1C=NOC1